(E)-3-(3'-ethoxy-5-hydroxy-4'-(7-oxo-6,7-dihydro-3H-[1,2,3]triazolo[4,5-d]pyrimidin-5-yl)-[1,1'-biphenyl]-3-yl)acrylic acid C(C)OC=1C=C(C=CC1C=1NC(C2=C(N1)NN=N2)=O)C2=CC(=CC(=C2)O)/C=C/C(=O)O